C1C(CC2=CC=CC=C12)CO (2,3-dihydro-1H-inden-2-yl)methanol